C=C(C(=O)OC(C(CC(=O)N[C@@H](C)C1=NC=C(C=C1)C(F)(F)F)=C)=O)CC(N[C@@H](C)C1=NC=C(C=C1)C(F)(F)F)=O (S)-2-methylene-4-oxo-4-((1-(5-(trifluoromethyl)pyridin-2-yl)ethyl)amino)butanoic anhydride